SC=1N(C(=CN1)C(=O)OCC)C1=C(C=CC=C1)OC ethyl 2-mercapto-1-(2-methoxyphenyl)-1H-imidazole-5-carboxylate